NC=1C=2N(C3=CC(=C(C=C3N1)F)C(=O)N1[C@@H]3[C@H](CC1)OCC=1C=C(C=CC13)OC)C=NC2 |r| Rac-(4-amino-7-fluoroimidazo[1,5-a]quinoxalin-8-yl)((3aS,9bS)-7-methoxy-3,3a,5,9b-tetrahydroisochromeno[4,3-b]pyrrol-1(2H)-yl)methanone